(S)-4-bromo-N-(1-(2-decanoylhydrazino)-3-(1H-indol-3-yl)-1-oxopropan-2-yl)benzenesulfonamide BrC1=CC=C(C=C1)S(=O)(=O)N[C@H](C(=O)NNC(CCCCCCCCC)=O)CC1=CNC2=CC=CC=C12